4-(2-(4-(5-chloro-2-(4-chloro-1H-1,2,3-triazol-1-yl)phenyl)-2,5-dioxopiperazin-1-yl)butanamido)-2-fluorobenzamide ClC=1C=CC(=C(C1)N1CC(N(CC1=O)C(C(=O)NC1=CC(=C(C(=O)N)C=C1)F)CC)=O)N1N=NC(=C1)Cl